DIAMINOPYRIMIDINE OXIDE C1=C(N(C(=N)N=C1)O)N